1-ethenyl-2-pyrrolidinone C(=C)N1C(CCC1)=O